OC1=C(C=C(C=C1S(=O)(=O)O)O)COCC=1C(=C(C=C(C1)O)S(=O)(=O)O)O 3-((2,5-dihydroxy-3-sulfophenyl)methoxymethyl)-2,5-dihydroxybenzenesulfonic acid